C(C)(C)(C)C=1C=C(C=C(C1)C(C)(C)C)C1=CC=C2C(=CN(C2=C1)P(I)N1C=C(C2=CC=C(C=C12)C1=CC(=CC(=C1)C(C)(C)C)C(C)(C)C)C)C bis[6-(3,5-di-tert-butylphenyl)-3-methyl-1H-indolyl]iodophosphine